3-methylpyrroline-2-formaldehyde CC1=C(NCC1)C=O